C1(CCCC1)N(C(O)=O)C cyclopentyl-(methyl)carbamic acid